C(CCCCCCCCC)C1=CC=CC=2N=C(OC21)NCCCNC(OC(C)(C)C)=O tert-butyl (3-((7-decylbenzo[d]oxazol-2-yl)amino)propyl)carbamate